2-(3-(1H-benzo[d]imidazol-1-yl)phenoxy)-9-(4-(tert-butyl)pyridin-2-yl)-4-(cyano)-9H-carbazole N1(C=NC2=C1C=CC=C2)C=2C=C(OC1=CC=3N(C4=CC=CC=C4C3C(=C1)C#N)C1=NC=CC(=C1)C(C)(C)C)C=CC2